N1(CCCC1)C1=C(C=C(N)C=C1)C(F)(F)F 4-(pyrrolidin-1-yl)-3-(trifluoromethyl)aniline